2,5-dimethyl-2,5-di(2-ethylhexanoylperoxy)hexane CC(C)(CCC(C)(OOC(C(CCCC)CC)=O)C)OOC(C(CCCC)CC)=O